(3-((3-amino-5-((3S,4S)-4-amino-3-methyl-2-oxa-8-azaspiro[4.5]decan-8-yl)pyrazin-2-yl)thio)-2-chlorophenyl)dicyclopropylphosphine oxide NC=1C(=NC=C(N1)N1CCC2([C@@H]([C@@H](OC2)C)N)CC1)SC=1C(=C(C=CC1)P(C1CC1)(C1CC1)=O)Cl